4-(3,5-dichloro-4-hydroxybenzamido)-N-(2-(trifluoromethyl)benzyl)thiazole-5-carboxamide ClC=1C=C(C(=O)NC=2N=CSC2C(=O)NCC2=C(C=CC=C2)C(F)(F)F)C=C(C1O)Cl